FC1(CCN(CC1)C(=O)C=1C=C2C=CC=C(C2=CC1)C1=CC2=C(C=N1)C(N(C2)C)=O)F 6-(6-(4,4-difluoropiperidine-1-carbonyl)naphthalen-1-yl)-2-methyl-1,2-dihydro-3H-pyrrolo[3,4-c]pyridin-3-one